C(C)OC([C@@H](NC(CCCCCCCCCCC)=O)CCCNC(N)=N)=O N-lauroyl-L-arginine ethyl ester